trimethyl-tryptamine CC(N(C)C)CC1=CNC2=CC=CC=C12